C1(CC1)C(=O)NC=1SC2=C(N1)C=CC(=C2)C=2C=C1C(=NC(=NC1=CC2)C)C(=O)N[C@@H](C)C2=CC=C(C=C2)[N+](=O)[O-] (S)-6-(2-(cyclopropanecarboxamido)benzo[d]thiazol-6-yl)-2-methyl-N-(1-(4-nitrophenyl)ethyl)quinazolin-4-carboxamide